tert-butyl N-{4-fluorobicyclo[2.2.2]octan-1-yl}carbamate FC12CCC(CC1)(CC2)NC(OC(C)(C)C)=O